(6-chloroimidazo[1,2-a]pyrazin-8-yl)methanol ClC=1N=C(C=2N(C1)C=CN2)CO